tert-butyl 2-chloro-4-((4-(1-methyl-4-(trifluoromethyl)-1H-imidazol-2-yl)benzyl)amino)-7,8-dihydropyrido[4,3-d]pyrimidine-6(5H)-carboxylate ClC=1N=C(C2=C(N1)CCN(C2)C(=O)OC(C)(C)C)NCC2=CC=C(C=C2)C=2N(C=C(N2)C(F)(F)F)C